(4-chloro-6-methyl-pyrimidin-2-yl)methanol ClC1=NC(=NC(=C1)C)CO